2-Amino-3-{[(1E)-3-(prop-2-ene-1-sulfinyl)prop-1-en-1-yl]disulfanyl}propanoic acid NC(C(=O)O)CSS\C=C\CS(=O)CC=C